6-(4-(Trifluoromethyl)phenethyl)-1H-indole FC(C1=CC=C(CCC2=CC=C3C=CNC3=C2)C=C1)(F)F